rac-(5S)-5-isopropyl-N-[rac-(3S)-5-methyl-4-oxo-2,3-dihydro-1,5-benzoxazepin-3-yl]-5,6,7,8-tetrahydro-[1,2,4]triazolo[1,5-a]pyridine-2-carboxamide C(C)(C)[C@@H]1CCCC=2N1N=C(N2)C(=O)N[C@H]2COC1=C(N(C2=O)C)C=CC=C1 |r|